FC1=CC(=C(C=C1)[N+](=O)[O-])C 4-fluoro-2-methyl-1-nitrobenzene